5-(Trifluoromethyl)-2-pyridinecarboxaldehyde FC(C=1C=CC(=NC1)C=O)(F)F